FC1=C(N(C=2N=C(N=CC21)NC2=CC(=C(C=C2)N2CCC(CC2)N2CCN(CC2)C)C(F)(F)F)C2=CC=CC(=N2)N=S(=O)(C)C)C2CC2 ((6-(5-fluoro-2-((3-trifluoromethyl-4-(4-(4-methylpiperazin-1-yl)piperidin-1-yl)phenyl)amino)-6-cyclopropyl-7H-pyrrolo[2,3-d]pyrimidin-7-yl)pyridin-2-yl)imino)dimethyl-λ6-sulfanone